N[C@H](C(=O)O)[C@H](CCC)C1=CNC2=CC=CC=C12 (2S,3R)-2-amino-3-(1H-indol-3-yl)hexanoic acid